CC1CC(C(CC1)C(=O)[O-])C(=O)[O-] trans-4-methyl-1,2-cyclohexanedicarboxylate